O=C1NC=C(C=2C1=CC=1C=CN=C(C1C2)OC[C@H]2NC(CC2)=O)CC(=O)OC(C)(C)C tert-butyl (s)-2-(1-oxo-6-((5-oxopyrrolidin-2-yl)methoxy)-1,2-dihydropyrido[3,4-g]isoquinolin-4-yl)acetate